4-(4-(1-ethyl-4-(trifluoromethyl)-1H-imidazol-2-yl)benzyl)-2-(1-methylindolin-7-yl)-6,7-dihydropyrazolo[1,5-a]pyrimidin-5(4H)-one C(C)N1C(=NC(=C1)C(F)(F)F)C1=CC=C(CN2C=3N(CCC2=O)N=C(C3)C=3C=CC=C2CCN(C32)C)C=C1